[Ti].[W].[Mn].[Ce] cerium-manganese-tungsten-titanium